N-ethyl-2-(5-formyl-4-hydroxy-9-methyl-7-oxo-1,7-dihydro-2H-furo[3,2-f]chromen-8-yl)acetamide C(C)NC(CC=1C(OC2=C(C(=C3C(=C2C1C)CCO3)O)C=O)=O)=O